tert-butyl-5-formylisoindoline-2-carboxylate C(C)(C)(C)OC(=O)N1CC2=CC=C(C=C2C1)C=O